N-(4-(5-(difluoromethyl)-1,3,4-oxadiazol-2-yl)benzyl)-N-(4-fluorophenyl)-6-methyl-2,6-diazaspiro[3.3]heptane-2-thioamide FC(C1=NN=C(O1)C1=CC=C(CN(C(=S)N2CC3(C2)CN(C3)C)C3=CC=C(C=C3)F)C=C1)F